ClC1=CC2=C(C=N1)C(OC2(C)C2CC2)O 6-chloro-1-cyclopropyl-1-methyl-1,3-dihydrofuro[3,4-c]pyridin-3-ol